(Z)-2-cyano-3-hydroxy-N-(2-methyl-4-(trifluoromethyl)phenyl)-3-(5-methylisoxazol-4-yl)acrylamide C(#N)/C(/C(=O)NC1=C(C=C(C=C1)C(F)(F)F)C)=C(\C=1C=NOC1C)/O